6-(7-bromo-2,6-dichloro-8-fluoroquinazolin-4-yl)-2,6-diazaspiro[3.4]octane-2-carboxylic acid tert-butyl ester C(C)(C)(C)OC(=O)N1CC2(C1)CN(CC2)C2=NC(=NC1=C(C(=C(C=C21)Cl)Br)F)Cl